4-(4-aminophenyl)-6-methylisoxazolo[3,4-b]pyridin-3-amine NC1=CC=C(C=C1)C=1C=2C(N=C(C1)C)=NOC2N